2-((2-Phenylthiazol-4-yl)methyl)isoindole-1,3-dione C1(=CC=CC=C1)C=1SC=C(N1)CN1C(C2=CC=CC=C2C1=O)=O